CC1(CC(CCC1)NC(=O)C=1C=NC=C(C1)C1=CC(=CC(=C1)C)C)C N-(3,3-dimethylcyclohexyl)-5-(3,5-dimethylphenyl)pyridine-3-carboxamide